C(C)(C)(C)OC(=O)N(CCOCCOCCOCCOCCOCCOCCOCCOCCN(C/C=C/C(=O)O)C)C(=O)OC(C)(C)C (E)-4-[2-[2-[2-[2-[2-[2-[2-[2-[2-[bis(tert-butoxycarbonyl)amino]ethoxy]ethoxy]ethoxy]ethoxy]ethoxy]ethoxy]ethoxy]ethoxy]ethyl-methyl-amino]but-2-enoic acid